C(CCCCCCC(=O)OC(CCCCCCCC)CC)(=O)OCC1COC(OC1)(C)C O1-[(2,2-dimethyl-1,3-dioxan-5-yl)methyl] O8-(1-ethylnonyl) octanedioate